(7-oxo-3-(3-acetylpyrazol-1-yl)-1,6-diazabicyclo[3.2.1]oct-3-en-6-yl)-sulfat O=C1N(C2C=C(CN1C2)N2N=C(C=C2)C(C)=O)OS(=O)(=O)[O-]